5-[4-(difluoromethyl)benzene-1-sulfonyl]-N-[(5-methylpyrazin-2-yl)methyl]thiophene-2-carboxamide FC(C1=CC=C(C=C1)S(=O)(=O)C1=CC=C(S1)C(=O)NCC1=NC=C(N=C1)C)F